N-tert-Butyl-2-(6-{5-chloro-2-[(oxan-4-yl)amino]pyrimidin-4-yl}-1-oxo-2,3-dihydro-1H-isoindol-2-yl)acetamide C(C)(C)(C)NC(CN1C(C2=CC(=CC=C2C1)C1=NC(=NC=C1Cl)NC1CCOCC1)=O)=O